2-chloro-N-(2-(2,6-dioxopiperidin-3-yl)-1,3-dioxoisoindolin-5-yl)benzenesulfonamide ClC1=C(C=CC=C1)S(=O)(=O)NC=1C=C2C(N(C(C2=CC1)=O)C1C(NC(CC1)=O)=O)=O